C(C)(C)(C)OC(=O)N1CC(C1)OC1=NC(=NC(=C1)N(C1CCC(CC1)(F)F)C(=O)OC(C)(C)C)C=1SC=C(N1)CF tert-butyl-3-((6-((tert-butoxycarbonyl)(4,4-difluorocyclohexyl)amino)-2-(4-(fluoromethyl)thiazol-2-yl)pyrimidin-4-yl)oxy)azetidine-1-carboxylate